CS(=O)(=N)C1=CC(=CC=C1)F S-methyl-S-(3-fluorophenyl)sulfoximine